CyclopentanTriol C1(C(CCC1)O)(O)O